N-(5-nitro-2,3-dihydrobenzofuran-6-yl)acetamide [N+](=O)([O-])C=1C(=CC2=C(CCO2)C1)NC(C)=O